C(C)(C)(C)[Si](C1=CC=CC=C1)(C1=CC=CC=C1)OC1CC2(CCC1)OC1(CCC(CC1)C(C)(C)C)OO2 Tert-butyl-((11-(tert-butyl)-7,14,15-trioxadispiro[5.1.58.26]pentadec-2-yl)oxy)diphenylsilane